FC=1C=C2C(C(=CN(C2=CC1N1[C@H](CCC1)COC1=NC=CC=C1)C1=C(C=C(C=C1)CO)F)C(=O)O)=O (R)-6-fluoro-1-(2-fluoro-4-(hydroxymethyl)phenyl)-4-oxo-7-(2-((pyridin-2-yloxy)methyl)pyrrolidin-1-yl)-1,4-dihydroquinoline-3-carboxylic acid